ethyl (n-butyl) malonate C(CC(=O)OCCCC)(=O)OCC